C1(=CC=CC2=CC=CC=C12)C=CC=CCC(=O)[O-] 6-naphthyl-3,5-hexadienoate